tert-butyl-(S,Z)-2-((benzyloxy)methyl)-6-(methoxymethylene)-1,4-oxazepin-4-carboxylic acid ethyl ester C(C)OC(=O)N1\C(=C(/OCC(C1)=COC)\COCC1=CC=CC=C1)\C(C)(C)C